FC1=C(CN2C(N(C(C3=C2SC(=C3CN(C)C)C3=CC=C(C=C3)NC(=O)NOC)=O)C=3C=CC(=NC3)N(S(=O)(=O)C)C)=O)C(=CC=C1)F N-(5-(1-(2,6-difluorobenzyl)-5-((dimethylamino)methyl)-6-(4-(3-methoxyureido)benzeneyl)-2,4-dioxo-1,2-dihydrothieno[2,3-d]pyrimidin-3(4H)-yl)pyridin-2-yl)-N-methylmethanesulfonamide